2-Isobutoxy-N-methyl-N-(5-nitrothiazol-2-yl)benzamide C(C(C)C)OC1=C(C(=O)N(C=2SC(=CN2)[N+](=O)[O-])C)C=CC=C1